FC(C)(C)C1=NC(=CC(=N1)NC1=CC(=NC=C1C1=NC(=NC=C1)OC)NC(C)=O)C N-(4-((2-(2-fluoropropan-2-yl)-6-methylpyrimidin-4-yl)amino)-5-(2-methoxypyrimidin-4-yl)pyridin-2-yl)acetamide